S-(3-(2-methoxyethoxy)-2-hydroxypropyl)-DL-methionine Sulfonium Chloride [Cl-].[SH3+].COCCOCC(C[S+](CC[C@H](N)C(=O)O)C)O.[Cl-] |r|